methacrylic acid 2-[3-(2H-benzotriazol-2-yl)-4-hydroxyphenyl]Ethyl ester N=1N(N=C2C1C=CC=C2)C=2C=C(C=CC2O)CCOC(C(=C)C)=O